methyl 2-(2-fluoro-4-methoxyphenyl)-2-oxoacetate FC1=C(C=CC(=C1)OC)C(C(=O)OC)=O